FC(C1=CC=C(C=N1)NC(=O)C1=NC(=NC(=C1)C(C)C)N1C=NC=C1)F N-(6-(difluoromethyl)pyridin-3-yl)-2-(1H-imidazol-1-yl)-6-isopropylpyrimidine-4-carboxamide